7-(2-((2-(cyclopropylmethyl)-7-methyl-1,2,3,4-tetrahydroisoquinolin-6-yl)amino)-5-(trifluoromethyl)pyrimidin-4-yl)-4-methyl-3,4-dihydrothieno[2,3-f][1,4]thiazepin-5(2H)-one 1,1-dioxide C1(CC1)CN1CC2=CC(=C(C=C2CC1)NC1=NC=C(C(=N1)C1=CC2=C(C(N(CCS2(=O)=O)C)=O)S1)C(F)(F)F)C